C1(CC1)C1=NC=C(C(=N1)OC1=CC=CC=C1)C(=O)N[C@@H](CSC)\C=C\S(=O)(=O)C (R,E)-2-cyclopropyl-N-(4-(methylsulfonyl)-1-(methylthio)but-3-en-2-yl)-4-phenoxypyrimidine-5-carboxamide